undectriene C=CC=CC=CCCCCC